FC=1C=C2C(=CN=CC2=CC1F)N=C(C1=CC=CC=C1)C1=CC=CC=C1 N-(6,7-difluoroisoquinolin-4-yl)-1,1-diphenylmethanimine